N1=CN=C(C1)C=NN=CC1=NC=NC1 1,2-bis((5H-imidazol-4-yl)methylene)hydrazine